CC(C(C(C)S)C)S 1,2-dimethyl-1,3-butanedithiol